N-(3-(Dimethylamino)propyl)-N-(1-(2-((6Z,15Z)-henicosa-6,15-dien-11-yl)hydrazineyl)-1-oxododecan-3-yl)decanamide CN(CCCN(C(CCCCCCCCC)=O)C(CC(=O)NNC(CCC\C=C/CCCCC)CCC\C=C/CCCCC)CCCCCCCCC)C